ClC=1C(=NC(=NC1)NC=1C=NN(C1)C1CCOCC1)C1=CC=C(C(=O)NCC2(CC2)C#N)C=C1 4-(5-chloro-2-((1-(tetrahydro-2H-pyran-4-yl)-1H-pyrazol-4-yl)amino)pyrimidin-4-yl)-N-((1-cyanocyclopropyl)methyl)benzamide